O1COC2=C1C=CC=C2CNCC2=CC(=NC=C2)N2CCC(CC2)CC N-(1,3-benzodioxol-4-ylmethyl)-1-[2-(4-ethyl-1-piperidyl)-4-pyridyl]methanamine